O1CC(CC1)CC(=O)NN 2-(tetrahydrofuran-3-yl)acetohydrazide